BrC1=CC=C2C3=C(C=CC=C13)C(=O)OC2=O 4-bromo-1,8-Naphthalenedicarboxylic anhydride